C(C)(C)(C)OC(=O)N[C@H]1C[C@]12CN(CC2)C2=C(C=NC=1NC3=C(C=C(C(=C3C12)F)F)N(C(OC(C)(C)C)=O)C)Cl tert-butyl (4-((1S,3R)-1-((tert-butoxycarbonyl)amino)-5-azaspiro[2.4]heptan-5-yl)-3-chloro-5,6-difluoro-9H-pyrido[2,3-b]indol-8-yl)(methyl)carbamate